(R)-1-(5-(4-(4-cyanophenyl)-4-fluoropiperidine-1-carbonyl)-2-ethyl-4-methylphenyl)-3-(tetrahydrofuran-3-yl)urea C(#N)C1=CC=C(C=C1)C1(CCN(CC1)C(=O)C=1C(=CC(=C(C1)NC(=O)N[C@H]1COCC1)CC)C)F